N-(5-chloro-1H-pyrrolo[3,2-b]pyridin-3-yl)-5-(2-methylprop-1-en-1-yl)-1H-benzo[d]imidazole-2-amine ClC1=CC=C2C(=N1)C(=CN2)NC2=NC1=C(N2)C=CC(=C1)C=C(C)C